7-Fluoro-2-(4-isopropyl-3-methoxyphenyl)benzoxazole FC1=CC=CC=2N=C(OC21)C2=CC(=C(C=C2)C(C)C)OC